1,3-bis(2,6-diisopropylphenyl)-5,5-dimethyl-4-oxo-3,4,5,6-tetrahydropyrimidinium chloride [Cl-].C(C)(C)C1=C(C(=CC=C1)C(C)C)[N+]1=CN(C(C(C1)(C)C)=O)C1=C(C=CC=C1C(C)C)C(C)C